CC1(COC1)CN1C(C1)C(=O)O 1-((3-methyloxetan-3-yl)methyl)aziridine-2-carboxylic acid